ethyl-7-hydroxymethyl-1,5-naphthyridin-2(1H)-one C(C)N1C(C=CC2=NC=C(C=C12)CO)=O